2-[1-(2-Imidazol-1-yl-6-methyl-4-oxo-chromen-8-yl)ethylamino]benzoic acid N1(C=NC=C1)C=1OC2=C(C=C(C=C2C(C1)=O)C)C(C)NC1=C(C(=O)O)C=CC=C1